NC1=C(C(=NC=N1)N1CCC(CC1)C=CC(=O)[NH-])C1=CC(=C(C=C1)OC1=NC=CC(=N1)C)F (1-(6-amino-5-(3-fluoro-4-((4-methylpyrimidin-2-yl)oxy)phenyl)pyrimidin-4-yl)piperidin-4-yl)acryloylamide